(3S,4S)-tert-butyl 3-fluoro-4-((6-(7-methoxy-6-((S)-1,1,1-trifluoro-2-hydroxypropan-2-yl)imidazo[1,2-a]pyridin-3-yl)pyrazin-2-yl)amino)pyrrolidine-1-carboxylate F[C@H]1CN(C[C@@H]1NC1=NC(=CN=C1)C1=CN=C2N1C=C(C(=C2)OC)[C@](C(F)(F)F)(C)O)C(=O)OC(C)(C)C